The molecule is a 32-membered macrolide antibiotic isolated from the fermentation broth of Nocardia brasiliensis. It exhibits antifungal activity. It has a role as a metabolite and an antifungal agent. It is an epoxide, a deoxy hexoside, a macrolide antibiotic and a methyl ester. CCCCC(C(=O)OC)C(=O)O[C@@H]1CCC[C@@H]([C@H]2[C@@H](O2)[C@@H]([C@H](OC(=O)/C=C/C[C@@H](C[C@@H](C[C@H](CC[C@H]([C@@H](C[C@]3([C@@H]([C@H](C[C@H](O3)C[C@H](C1)O)O)O)O)O)C)O)O)O)[C@@H](C)[C@H]([C@H](C)[C@H]([C@@H](C)[C@H](C)O[C@H]4C[C@@H]([C@@H]([C@@H](O4)C)OC)OC)O)O)C)O